O1[C@@H](COCC1)COC=1C(=C2N(CCC3=CC(=CC=C23)OCC2=NOC(=N2)CC)C(C1)=O)C 2-((S)-1-[1,4]dioxan-2-ylmethoxy)-9-(5-ethyl-[1,2,4]oxadiazol-3-ylmethoxy)-1-methyl-6,7-dihydro-pyrido[2,1-a]isoquinolin-4-one